NCC=1C=C(C=CC1)C1=CC(=CC=2C=C(OC21)F)COC2=C(C=C(C=C2)F)CC(=O)O 2-(2-((7-(3-(aminomethyl)phenyl)-2-fluorobenzofuran-5-yl)methoxy)-5-fluorophenyl)acetic acid